2-(2-fluorophenyl)-6-methyl-N-phenyl-7H-pyrrolo[2,3-d]pyrimidin-4-amine FC1=C(C=CC=C1)C=1N=C(C2=C(N1)NC(=C2)C)NC2=CC=CC=C2